FC1=C(C(=CC=C1)C)N1C[C@@H](CC1)N1C(N(C=2C(C1)=CN(N2)C)CC2=C(C=CC=C2)C(F)(F)F)=O 5-[(R)-1-(2-fluoro-6-methyl-phenyl)-pyrrolidin-3-yl]-2-methyl-7-(2-trifluoromethyl-benzyl)-2,4,5,7-tetrahydro-pyrazolo[3,4-d]pyrimidin-6-one